FC1(COC12CCC(CC2)NC(OCCCC)=O)F butyl N-[3,3-difluoro-1-oxaspiro[3.5]nonan-7-yl]carbamate